2-Chloro-N-(exo-norborn-2-yl)acetamide ClCC(=O)NC1C2CCC(C1)C2